P(=O)(OCC)(OCC)OC1=C(C(=CC(=C1)CP(=O)(OC)OC)C)C(C)(CCO)C diethyl 5-((dimethoxyphosphoryl) methyl)-2-(4-hydroxy-2-methylbutan-2-yl)-3-methylphenyl phosphate